P(=O)(OC(C)(C)C)(OC(C)(C)C)OCN1N=CC(=C1)C=1SC=C(N1)C(NC=1C(=NN(C1)C1CCC(CC1)OCC)C1=NC(=CC=C1F)F)=O di-tert-butyl ((4-(4-((3-(3,6-difluoropyridin-2-yl)-1-((1r,4r)-4-ethoxycyclohexyl)-1H-pyrazol-4-yl)carbamoyl)thiazol-2-yl)-1H-pyrazol-1-yl)methyl) phosphate